C(C)(C)(C)NC(C1=C(C(=C(C=C1I)OC)OC)Cl)=O N-tert-butyl-2-chloro-6-iodo-3,4-dimethoxy-benzamide